(5Z,9E)-6-(hydroxymethyl)-10,14-dimethylpentadeca-5,9,13-trien-2-one OC\C(=C/CCC(C)=O)\CC\C=C(\CCC=C(C)C)/C